N[C@@H]1C2=CC=CC=C2CC12CCN(CC2)C=2C(=NC(=CN2)C#CC2C(C2)C)CO (3-((S)-1-amino-1,3-dihydrospiro[indene-2,4'-piperidin]-1'-yl)-6-((2-methylcyclopropyl)ethynyl)pyrazin-2-yl)methanol